N,N-dimethyl-N'-(3-chloro-4-methylphenyl)thio-urea CN(C(=O)NSC1=CC(=C(C=C1)C)Cl)C